acrylic acid phosphonate P(O)(O)=O.C(C=C)(=O)O